1-(4-chloro-3-(trifluoromethyl)phenyl)ethan-1-one ClC1=C(C=C(C=C1)C(C)=O)C(F)(F)F